(2S,4R)-1-[2-(4-acetylpiperazin-1-yl)acetyl]-4-fluoro-N-[(S)-phenyl[4-(propan-2-yl)phenyl]methyl]pyrrolidine-2-carboxamide C(C)(=O)N1CCN(CC1)CC(=O)N1[C@@H](C[C@H](C1)F)C(=O)N[C@H](C1=CC=C(C=C1)C(C)C)C1=CC=CC=C1